C1COCCOC(O1)=O.[N+](=O)([O-])C1=CC=CC=C1 4-nitrobenzene (2-(ethyleneoxy)ethyl)carbonate